N-(4-Chloropyridin-2-yl)-2-(2-pyridyl)acetamide ClC1=CC(=NC=C1)NC(CC1=NC=CC=C1)=O